ethyl 5-[6-(4,4-difluoro-1-methylcyclohexyl)-5-fluoropyridin-3-yl]-1,2-oxazole-3-carboxylate FC1(CCC(CC1)(C)C1=C(C=C(C=N1)C1=CC(=NO1)C(=O)OCC)F)F